[phenyl(terphenylyl)triazinyl][(dimethylfluorenyl)dibenzofuranyl]benzene C1(=CC=CC=C1)C1=C(C(=NN=N1)C1=C(C=CC=C1)C1=C(C=CC=2OC3=C(C21)C=CC=C3)C3=C(C(=CC=2C1=CC=CC=C1CC32)C)C)C3=C(C=CC=C3)C=3C(=CC=CC3)C3=CC=CC=C3